FC(OC=1C=C(N(N1)C)N=C=N[C@H]1CCC2=C(C(=C(S2)NC(=O)[C@@H]2[C@H](C2)F)C(=O)OCC)C1)F Ethyl (5S)-5-[[5-(difluoromethoxy)-2-methyl-pyrazol-3-yl]iminomethyleneamino]-2-[[(1R,2S)-2-fluoro cyclopropanecarbonyl]amino]-4,5,6,7-tetrahydrobenzothiophene-3-carboxylate